N-(3-methoxy-5-methylphenyl)pivalamide COC=1C=C(C=C(C1)C)NC(C(C)(C)C)=O